NC=1C=C(C=C(C1)C(F)(F)F)[C@@H](C)NC=1C2=C(C(N(N1)C)=O)C=NC(=C2)C2CN(CCC2)C(=O)[O-] 3-(1-(((R)-1-(3-amino-5-(trifluoromethyl)phenyl)ethyl)amino)-3-methyl-4-oxo-3,4-Dihydropyrido[3,4-d]pyridazin-7-yl)piperidine-1-carboxylate